N-(5-methylisoxazol-3-yl)-4-nitrobenzenesulfonamide CC1=CC(=NO1)NS(=O)(=O)C1=CC=C(C=C1)[N+](=O)[O-]